oxo-phenylacetate O=C(C(=O)[O-])C1=CC=CC=C1